5-((2-hydroxyl-phenyl ethyl)amino)-3,3-dimethyl-5-oxopentanoate OC1=C(C=CC=C1)CCNC(CC(CC(=O)[O-])(C)C)=O